1-(4-(5-bromopentyl)phenyl)ethane-1-one BrCCCCCC1=CC=C(C=C1)C(C)=O